3-(1-cyclopropylimidazol-4-yl)-N-[(4-methoxyphenyl)methyl]-N-methyl-4-[[5-(trifluoromethyl)-2-pyridyl]amino]benzenesulfonamide C1(CC1)N1C=NC(=C1)C=1C=C(C=CC1NC1=NC=C(C=C1)C(F)(F)F)S(=O)(=O)N(C)CC1=CC=C(C=C1)OC